(1-(4-(1-(tetrahydro-2H-pyran-2-yl)-1H-pyrazol-4-yl)phenyl)piperidin-4-yl)methyl methanesulfonate CS(=O)(=O)OCC1CCN(CC1)C1=CC=C(C=C1)C=1C=NN(C1)C1OCCCC1